(phenanthryl)(dibenzothiophenyl)carbazole C1(=CC=CC=2C3=CC=CC=C3C=CC12)C1=C(C=2NC3=CC=CC=C3C2C=C1)C1=CC=CC=2SC3=C(C21)C=CC=C3